C1(CC1)COC1=CC(=NC(=C1)S(=O)(=O)C)NC1=C(C=NC(=C1)NC(C)=O)C1=NC=C(C=C1)N1C[C@@H](O[C@@H](C1)C)C N-(4'-((4-(cyclopropylmethoxy)-6-(methylsulfonyl)pyridin-2-yl)amino)-5-((cis)-2,6-dimethylmorpholino)-[2,3'-bipyridin]-6'-yl)acetamide